1-(2-chloro-3,3,3-trifluoro-1-propenyl)-3-methylbenzene ClC(=CC1=CC(=CC=C1)C)C(F)(F)F